[3-(2,6-dimethyl-4-pyridinyl)-5-(3-oxo-2,8-diazaspiro[4.5]decan-8-yl)pyrazolo[1,5-a]pyrimidin-2-yl]benzonitrile CC1=NC(=CC(=C1)C=1C(=NN2C1N=C(C=C2)N2CCC1(CC(NC1)=O)CC2)C2=C(C#N)C=CC=C2)C